N=1N=C(N2C1C=CC=C2)N2C(CNCC2)=O 1-([1,2,4]triazolo[4,3-a]pyridin-3-yl)piperazin-2-one